O[C@H](CN(C[C@@H]([C@H]([C@@H]([C@@H](CO)O)O)O)O)CC#C)[C@@H]([C@H]([C@H](CO)O)O)O (2R,3R,4R,5S)-6-(((2R,3S,4S,5S)-2,3,4,5,6-pentahydroxyhexyl)(prop-2-yn-1-yl)amino)hexane-1,2,3,4,5-pentaol